tert-butyl 2-(3-iodoindazol-1-yl)acetate IC1=NN(C2=CC=CC=C12)CC(=O)OC(C)(C)C